2-[4-[4-[(2,6-dioxo-3-piperidinyl)oxy]phenyl]-1-piperidinyl]acetic acid O=C1NC(CCC1OC1=CC=C(C=C1)C1CCN(CC1)CC(=O)O)=O